CON(C(=O)[C@@H]1N(C[C@H](CC1)C)C(=O)OC(C)(C)C)C |r| rac-(2R,5S)-tert-butyl 2-(methoxy(methyl)carbamoyl)-5-methylpiperidine-1-carboxylate